2-{2-[2-(2-{2-[2-(2-Azido-ethoxy)-ethoxy]-ethoxy}-ethoxy)-ethoxy]-ethoxy}-N-[(4-hydroxymethyl-phenylcarbamoyl)-methyl]-acetamide N(=[N+]=[N-])CCOCCOCCOCCOCCOCCOCC(=O)NCC(NC1=CC=C(C=C1)CO)=O